C(C)OC(C1=CC(=C(C=C1)C1=C2C=CNC2=CC=C1)C(F)(F)F)=O 4-(1H-indol-4-yl)-3-(trifluoromethyl)benzoic acid ethyl ester